tert-Butyl (4S)-4-[3-[[6-[(6-tert-butyl-2-fluoro-pyridine-3-carbonyl)sulfamoyl]-2-pyridyl]amino]-3-(4-tert-butyl-2-pyridyl)propyl]-2,2-dimethyl-pyrrolidine-1-carboxylate C(C)(C)(C)C1=CC=C(C(=N1)F)C(=O)NS(=O)(=O)C1=CC=CC(=N1)NC(CC[C@H]1CC(N(C1)C(=O)OC(C)(C)C)(C)C)C1=NC=CC(=C1)C(C)(C)C